C[C@@H]1CNCC[C@@H]1C1=CC=C(C=C1)C(F)(F)F |r| rac-cis-3-methyl-4-(4-(trifluoromethyl)phenyl)piperidine